3,5-difluoro-4-(2-methoxyethoxy)aniline FC=1C=C(N)C=C(C1OCCOC)F